[Bi].Cl[Bi]=O (Bismuth oxychloride) Bismuth